2-((1-(2-(6-(4-(methoxycarbonyl)piperazin-1-yl)pyridin-3-yl)-3,6-dimethyl-4-oxo-4H-chromen-8-yl)ethyl)amino)benzoic acid COC(=O)N1CCN(CC1)C1=CC=C(C=N1)C=1OC2=C(C=C(C=C2C(C1C)=O)C)C(C)NC1=C(C(=O)O)C=CC=C1